C(C)(C)(C)OC(=O)N1C[C@@H]2COC3=C(CN2CC1)C=CC(=C3Cl)C3=C1C=NNC1=CC=C3C (12AR)-10-chloro-9-(5-methyl-1H-indazol-4-yl)-3,4,12,12a-tetrahydro-6H-pyrazino[2,1-c][1,4]benzoxazepine-2(1H)-carboxylic acid tert-butyl ester